BrC1=C(CN(C(OCC2=CC=CC=C2)=O)C)C=CC=C1 benzyl (2-bromobenzyl)(methyl)carbamate